N12CCN(C(CC1)CC2)C=2C=CC(=NC2)NC2=NC=C(C(=N2)C2=CC=1C(N(CC3(C1S2)CCC3)C)=O)F 2'-(2-((5-(1,4-diazabicyclo[3.2.2]nonan-4-yl)pyridin-2-yl)amino)-5-fluoropyrimidin-4-yl)-5'-methyl-5',6'-dihydro-4'H-spiro[cyclobutane-1,7'-thieno[3,2-c]pyridin]-4'-one